ClC=1C=C(CNC(C2=CC=C(C=C2)C)=O)C=CC1 N-(3-chlorobenzyl)-4-methylbenzamide